C1(=CC=CC=C1)P(C(C)(C)C)C(C)(C)C phenyl-di-tert-butylphosphine